C(CCCCCCC)(=O)OC(CCCCCCCCCCCCCCC)=O.FC1=C(C(=C(C(=C1[B-](C1=C(C(=C(C(=C1F)F)F)F)F)(C1=C(C(=C(C(=C1F)F)F)F)F)C1=C(C(=C(C(=C1F)F)F)F)F)F)F)F)F.C(CCCCC)[NH+](CCCCCC)CCCCCC trihexylammonium tetrakis(pentafluorophenyl)borate caprylyl-palmitate